N-(4-cyanobenzyl)-1-methyl-7-oxo-6-((1-((2,2,5-trimethyl-1,3-dioxan-5-yl)sulfonyl)cyclopropyl)methyl)-4,5,6,7-tetrahydro-1H-pyrazolo[3,4-c]pyridine-3-carboxamide C(#N)C1=CC=C(CNC(=O)C2=NN(C=3C(N(CCC32)CC3(CC3)S(=O)(=O)C3(COC(OC3)(C)C)C)=O)C)C=C1